C(C)(C)N(P(O)C)C(C)C N,N-diisopropylmethylphosphonous amide